1-(4-aminobutyl)-3-(7-methoxy-1H-indol-2-yl)-1H-pyrazolo[3,4-d]pyrimidin NCCCCN1N=C(C=2C1=NC=NC2)C=2NC1=C(C=CC=C1C2)OC